Methyl 4-bromo-1-ethylimidazole-5-carboxylate BrC=1N=CN(C1C(=O)OC)CC